CCN(CC)CCOC1=CC=C(C=C1)/C(=C(\\C2=CC=CC=C2)/Cl)/C3=CC=CC=C3 The molecule is a tertiary amine. It has a role as an estrogen antagonist and an estrogen receptor modulator. It derives from a hydride of a stilbene.